CN1CC(C1)(C)C(O)(C1=NC(=CC=C1)N1CCCC1)C1=CC=C(C=C1)C(C)C (1,3-Dimethyl-azetidin-3-yl)-(4-isopropyl-phenyl)-(6-pyrrolidin-1-yl-pyridin-2-yl)-methanol